10-chloro-N-((3S,4S)-4-(3,4-difluorophenyl)piperidin-3-yl)-5-oxo-5,6-dihydro-4H-pyrazolo[1,5-d]thieno[3,2-f][1,4]diazepine-2-carboxamide ClC=1C=NN2CC(NC3=C(C21)C=C(S3)C(=O)N[C@@H]3CNCC[C@H]3C3=CC(=C(C=C3)F)F)=O